N-methyl-N,N-dioctadecyl-ammonium tetrakis(perfluoronaphthalen-2-yl)borate FC1=C(C(=C(C2=C(C(=C(C(=C12)F)F)F)F)F)F)[B-](C1=C(C2=C(C(=C(C(=C2C(=C1F)F)F)F)F)F)F)(C1=C(C2=C(C(=C(C(=C2C(=C1F)F)F)F)F)F)F)C1=C(C2=C(C(=C(C(=C2C(=C1F)F)F)F)F)F)F.C[NH+](CCCCCCCCCCCCCCCCCC)CCCCCCCCCCCCCCCCCC